[18F]C(COC1=CC2=CC=CC=C2C=C1)C 2-(2-([18F]fluoro)propoxy)naphthalene